ClC1=CC=C(C(=N1)C(=O)O)N[C@H](C)C1=NC(=CC2=C1N=C(N(C2=O)C)N2CCC(CC2)(F)F)C (R)-6-chloro-3-((1-(2-(4,4-difluoropiperidin-1-yl)-3,6-dimethyl-4-oxo-3,4-dihydropyrido[3,4-d]pyrimidin-8-yl)ethyl)amino)picolinic acid